C1(=CC=CC=C1)C(COC)COC 2-phenyl-1,3-dimethoxypropane